CC(=CCN1C2=C(C=CC(=C2)OC)C(=O)C3=C1OC=C3)C The molecule is a quinoline alkaloid that is furo[2,3-b]quinolin-4-one bearing additional 3,3-dimethylallyl and methoxy substituents at positions 9 and 7 respectively. It has a role as a plant metabolite. It is a furoquinoline, a quinoline alkaloid, an aromatic ether and an olefinic compound.